5-((4-(5-(4-fluorophenyl)-5H-pyrrolo[3,2-d]pyrimidin-7-yl)piperidin-1-yl)methyl)-4-methyl-1H-indole-2-carbonitrile FC1=CC=C(C=C1)N1C=C(C=2N=CN=CC21)C2CCN(CC2)CC=2C(=C1C=C(NC1=CC2)C#N)C